(S)-4-(7-(7,8-difluoro-3-hydroxynaphthalen-1-yl)-8-fluoro-2-(((2R,7aS)-2-fluorotetrahydro-1H-pyrrolizin-7a(5H)-yl)methoxy)quinazolin-4-yl)-6-methyl-1,4-oxazepan-6-ol FC1=CC=C2C=C(C=C(C2=C1F)C1=CC=C2C(=NC(=NC2=C1F)OC[C@]12CCCN2C[C@@H](C1)F)N1CCOC[C@](C1)(O)C)O